(S)-N-(3-(2-((S)-3-amino-2-oxopyrrolidin-1-yl)-6-morpholinopyridin-4-yl)-4-methylphenyl)-3-(2,2,2-trifluoroethyl)pyrrolidine-1-carboxamide N[C@@H]1C(N(CC1)C1=NC(=CC(=C1)C=1C=C(C=CC1C)NC(=O)N1C[C@@H](CC1)CC(F)(F)F)N1CCOCC1)=O